C(CCCCCCC)NCCCCCCCC.O1C=2C(OCC1COCCCS(=O)(=O)O)=CSC2 3-[(2,3-dihydrothieno[3,4-b]-[1,4]dioxin-2-yl)methoxy]-1-propanesulfonic acid di-n-octylamine salt